C(#N)C1=CC=C(C=C1)C(C1=CC=C(C#N)C=C1)(N1N=CN=C1)F 4-[(4-cyanophenyl)-fluoro-(1,2,4-triazol-1-yl)methyl]benzonitrile